hexyl-oxypropylamine C(CCCCC)OCCCN